BrC1C(C=C)(C=CC=C1)C1=C(C=CC=C1)OCOC 2-bromo-1-(2-methoxymethoxy-phenyl)-styrene